CSCC(=O)N1C(CCCC1)C=1NC=C(N1)C1=CC=CC=C1 2-(methylthio)-1-(2-(4-phenyl-1H-imidazol-2-yl)piperidin-1-yl)ethan-1-one